C12(CC3CC(CC(C1)C3)C2)CN2N=CC(=C2C)C2=C(C=3N(C=C2)C(=CN3)NC3=NN(C=C3C(N)=O)C)C(=O)OC methyl 7-(1-(adamantan-1-ylmethyl)-5-methyl-1H-pyrazol-4-yl)-3-((4-carbamoyl-1-methyl-1H-pyrazol-3-yl)amino)imidazo[1,2-a]pyridine-8-carboxylate